NC1=CC=C(OC2=CC(=NC=C2)C(=O)NCC2CCCCC2)C=C1 4-(4-Aminophenoxy)-N-cyclohexylmethylpyridine-2-carboxamide